1-{5-[(R)-(1,3-dimethyl-azetidin-3-yl)-hydroxy-(4-isopropyl-phenyl)-methyl]-pyridazin-3-yl}-4-methyl-pyrrolidin-2-one CN1CC(C1)(C)[C@@](C=1C=C(N=NC1)N1C(CC(C1)C)=O)(C1=CC=C(C=C1)C(C)C)O